2,5-pyrimidinedicarboxylic acid N1=C(N=CC(=C1)C(=O)O)C(=O)O